ClC1=C(CC(CC1)NC(OCC1=CC=CC=C1)=O)C=O benzyl N-(4-chloro-3-formyl-cyclohex-3-en-1-yl)carbamate